C(CCC)[C@@H]1N(C(C2=CC=C(C=C2C1)OC)C1CCN(CC1)C)C(C#C)=O 1-((3S)-3-butyl-6-methoxy-1-(1-methylpiperidin-4-yl)-3,4-dihydroisoquinolin-2(1H)-yl)prop-2-yn-1-one